trans-3-cyclopropyl-N-(4-cyclopropyl-3-(1-methyl-1H-pyrazol-3-yl)phenyl)cyclobutane-1-carboxamide C1(CC1)[C@@H]1C[C@H](C1)C(=O)NC1=CC(=C(C=C1)C1CC1)C1=NN(C=C1)C